N1C(=NC2=C1C=CC=C2)C2=CC(=NN2CC2=CC=C(C=C2)OC)NC(=O)C=2OC=CC2 N-[5-(1H-benzimidazol-2-yl)-1-[(4-methoxyphenyl)methyl]pyrazol-3-yl]furan-2-carboxamide